BrC=1C=C(C(=NC1)C1=CC=NC=2N1N=C(C2)C(F)(F)F)SCC 7-(5-bromo-3-(ethylsulfanyl)pyridin-2-yl)-2-(trifluoromethyl)pyrazolo[1,5-a]pyrimidine